N-[3-(1-benzylpropylsulfamoyl)-4-methyl-phenyl]-2-(4,5-dichloro-6-oxo-pyridazin-1-yl)acetamide C(C1=CC=CC=C1)C(CC)NS(=O)(=O)C=1C=C(C=CC1C)NC(CN1N=CC(=C(C1=O)Cl)Cl)=O